Cl.CC1=C(C(=O)N[C@H](C)C=2C=C(C=CC2)C=2C=C(SC2)C(=O)O)C=C(C=C1)N1CCN(CC1)C 4-[3-[(1R)-1-[[2-Methyl-5-(4-methylpiperazin-1-yl)benzoyl]amino]ethyl]phenyl]thiophene-2-carboxylic Acid Hydrochloride Salt